trans-5-methyl-2-azabicyclo[2.2.1]heptane hydrochloride Cl.CC1C2CNC(C1)C2